α-septithiophene C1=CSC(=C1)C2=CC=C(S2)C3=CC=C(S3)C4=CC=C(S4)C5=CC=C(S5)C6=CC=C(S6)C7=CC=CS7